5-((2-(2-methoxyethoxy)pyridin-4-yl)amino)-3-(4-((trifluoromethyl)sulfonamido)phenyl)-1H-pyrazole-4-carboxamide COCCOC1=NC=CC(=C1)NC1=C(C(=NN1)C1=CC=C(C=C1)NS(=O)(=O)C(F)(F)F)C(=O)N